C(C)C=1C=NC2=CC3=C(C=C2C1)OCCC1N(C3)[C@@H](CN(C1)C(=O)OC(C)(C)C)OC tertbutyl (R)-10-ethyl-l-1-methoxy-1,2,4,4a,5,6-hexahydro-3H,14H-pyrazino[1',2':5,6][1,5]oxazocino[2,3-g]quinoline-3-carboxylate